2-[(3R)-piperidin-3-yl]Ethyl acetate C(C)(=O)OCC[C@@H]1CNCCC1